5-methyl-6-phenyl-5H-pyrrolo[2,3-b]pyrazine-2-carboxylic acid CN1C(=CC=2C1=NC=C(N2)C(=O)O)C2=CC=CC=C2